FC(OC=1C=C(C(=O)Cl)C=CC1)(F)F 3-Trifluoromethoxybenzoyl chloride